5-[[(1R)-1-[6-chloro-7-[3-[2-[2-[2-[2-[2-(methylamino)ethoxy]ethoxy]ethoxy]ethoxy]ethoxy]cyclobutyl]-2-oxo-1H-quinolin-3-yl]ethyl]amino]-1-methyl-6-oxo-pyridine-2-carbonitrile ClC=1C=C2C=C(C(NC2=CC1C1CC(C1)OCCOCCOCCOCCOCCNC)=O)[C@@H](C)NC1=CC=C(N(C1=O)C)C#N